(2S)-2-chloro-3-methyl-butyric acid Cl[C@H](C(=O)O)C(C)C